calcium-potassium sulfur N-ethyl-perfluorooctylsulfonamide ethyl-acrylate C(C)OC(C=C)=O.C(C)NS(=O)(=O)C(C(C(C(C(C(C(C(F)(F)F)(F)F)(F)F)(F)F)(F)F)(F)F)(F)F)(F)F.[S].[K].[Ca]